C=O The molecule is an aldehyde resulting from the formal oxidation of methanol. It has a role as a carcinogenic agent, an allergen, an EC 3.5.1.4 (amidase) inhibitor, a disinfectant, an environmental contaminant, a Saccharomyces cerevisiae metabolite, an Escherichia coli metabolite and a mouse metabolite. It is a one-carbon compound and an aldehyde.